N,N',N''-tris(methoxymethyl)melamine COCNC1=NC(=NC(=N1)NCOC)NCOC